[Cl-].C(CCCCCCCCCCCCCCCCCCCC)[N+](C)(C)C heneicosyltrimethylammonium chloride